NC(=C)C=C=C=C=C=C=C=C=C=C=C=CCCC(CCC)N 2,17-diaminoeicosadodecene